NC1CCN(CC1)C=1N=C(N(C(C1)=O)C1=CC(=C(C=C1)OC)F)C1=CC(=C(C#N)C=C1)F 4-[4-(4-aminopiperidin-1-yl)-1-(3-fluoro-4-methoxyphenyl)-6-oxopyrimidin-2-yl]-2-fluorobenzonitrile